CNC(=O)C1=CC=C(C=C1)C1=CN2C(S1)=NC1=C2C=CC(=C1)C(=O)NCCCN1CCCCC1 2-(4-(methylcarbamoyl)phenyl)N-(3-(piperidin-1-yl)propyl)benzo[4,5]imidazo[2,1-b]thiazole-7-carboxamide